n-octylammonium hydroxide [OH-].C(CCCCCCC)[NH3+]